1-((3-(5-(3,4-difluorophenyl)-4,5-dihydro-1H-pyrazole-1-carbonyl)bicyclo[1.1.1]pentan-1-yl)methyl)-1H-indazole-5-carbonitrile FC=1C=C(C=CC1F)C1CC=NN1C(=O)C12CC(C1)(C2)CN2N=CC1=CC(=CC=C21)C#N